3-(7-(1-((6-((R)-3-hydroxypyrrolidin-1-yl)pyridin-2-yl)methyl)-1H-1,2,3-triazol-4-yl)-3-(tetrahydro-2H-pyran-2-yl)-3H-imidazo[4,5-b]pyridin-5-yl)-2-methylbenzonitrile O[C@H]1CN(CC1)C1=CC=CC(=N1)CN1N=NC(=C1)C1=C2C(=NC(=C1)C=1C(=C(C#N)C=CC1)C)N(C=N2)C2OCCCC2